C1N(CC2=CC=CC=C12)C([C@H](C1CCC(CC1)=O)NC(OC(C)(C)C)=O)=O tert-butyl N-[(1S)-2-(1,3-dihydroisoindol-2-yl)-2-oxo-1-(4-oxocyclohexyl)ethyl]carbamate